6-(7-(5-(5-fluoropyridin-3-yl)-4,5-dihydro-1H-pyrazol-1-carbonyl)-4-azaspiro[2.5]oct-4-yl)pyrimidine-4-carbonitrile FC=1C=C(C=NC1)C1CC=NN1C(=O)C1CCN(C2(CC2)C1)C1=CC(=NC=N1)C#N